[Ce].[Fe].[Co] cobalt iron cerium salt